((4-(tert-butyl)phenyl)sulfonyl)valine C(C)(C)(C)C1=CC=C(C=C1)S(=O)(=O)N[C@@H](C(C)C)C(=O)O